[C@H](C)(CC)OC1=CC=C(C#N)C=C1 (S)-4-(sec-butoxy)benzonitrile